[8-(glycidoxy)-n-octyl]triethoxysilane C(C1CO1)OCCCCCCCC[Si](OCC)(OCC)OCC